(Z)-1-chloro-2,3,3-trifluoropropane ClCC(C(F)F)F